1,2-diazaspiro[2.3]hex-1-en-5-carboxylic acid N1=NC12CC(C2)C(=O)O